tert-Butyl 3-(5-amino-4-carbamoyl-3-(4-(2-((3-neopentylisoxazol-5-yl)amino)-2-oxoethyl)phenyl)-1H-pyrazol-1-yl)azetidine-1-carboxylate NC1=C(C(=NN1C1CN(C1)C(=O)OC(C)(C)C)C1=CC=C(C=C1)CC(=O)NC1=CC(=NO1)CC(C)(C)C)C(N)=O